2-bromo-5-{[(2-carboxyphenyl)amino]sulfonyl}benzoic acid BrC1=C(C(=O)O)C=C(C=C1)S(=O)(=O)NC1=C(C=CC=C1)C(=O)O